C(C)(C)(C)OC(NCCOC1=CC=C(C=C1)C=CC(CC(C=CC1=CC=C(C=C1)OCCNC(=O)OC(C)(C)C)=O)=O)=O [2-(4-{7-[4-(2-tert-butoxycarbonylamino-ethoxy)-phenyl]-3,5-dioxo-hepta-1,6-dienyl}-phenoxy)-ethyl]-carbamic acid tert-butyl ester